NC1=NC(N(C=C1)[C@@H]1O[C@@H]([C@H]([C@H]1O)O)CO)=O 4-amino-1-[(2R,3R,4S,5R)-3,4-dihydroxy-5-(hydroxymethyl)oxacyclopentan-2-yl]pyrimidin-2(1H)-one